(5Z,8Z,11Z,14Z,7Z)-icosa-5,8,11,14,17-pentaenoic acid C(CCC\C=C/C\C=C/C\C=C/C\C=C/CC=CCC)(=O)O